C(C)OC=1C=C(C=2N(C1)N=CC2C#N)C=2C=NC(=CC2)N2CCC1(CN1C(C1=CC=C(C=C1)OC)=O)CC2 6-Ethoxy-4-(6-(1-(4-methoxybenzoyl)-1,6-diazaspiro[2.5]oct-6-yl)pyridin-3-yl)pyrazolo[1,5-a]pyridine-3-carbonitrile